(3S)-3-(4,4'-difluoro-2',5,6'-trimethyl-[1,1'-biphenyl]-3-yl)-3-((3R)-2-(3-fluoro-5-(2-(3-fluoroazetidin-1-yl)ethyl)-2-oxopyridin-1(2H)-yl)-3-methylpentanamido)propanoic acid FC1=C(C=C(C=C1C)C1=C(C=C(C=C1C)F)C)[C@H](CC(=O)O)NC(C([C@@H](CC)C)N1C(C(=CC(=C1)CCN1CC(C1)F)F)=O)=O